O[C@](C)(C=C)CC\C=C(\C)/CCC=C(C)C (S)-Z-nerolidol